2-(3-chlorophenyl)-2,2-difluoro-1-phenylethyl ((2S)-1-(((S)-4-(cyclopropylamino)-3,4-dioxo-1-((S)-2-oxopyrrolidin-3-yl)butan-2-yl)amino)-4-methyl-1-oxohexan-2-yl)carbamate C1(CC1)NC(C([C@H](C[C@H]1C(NCC1)=O)NC([C@H](CC(CC)C)NC(OC(C(F)(F)C1=CC(=CC=C1)Cl)C1=CC=CC=C1)=O)=O)=O)=O